1-(pyridin-2-yl)-1H-pyrazole-4-carbaldehyde N1=C(C=CC=C1)N1N=CC(=C1)C=O